3-(2-cyanoguanidino)benzoic acid C(#N)N=C(NC=1C=C(C(=O)O)C=CC1)N